CN(CC(C)C=1SC2=C(N1)C=C(C=C2)C=2CC[C@@H](CN2)C)C N,N-dimethyl-2-[5-[(3S)-3-methyl-2,3,4,5-tetrahydropyridin-6-yl]-1,3-benzothiazol-2-yl]propan-1-amine